Tert-butyl 4-(5-isopropoxy-2-methyl-4-nitrophenyl)-3,6-dihydropyridine-1(2H)-carboxylate C(C)(C)OC=1C(=CC(=C(C1)C=1CCN(CC1)C(=O)OC(C)(C)C)C)[N+](=O)[O-]